N-[(2R)-1,4-Dioxolan-2-ylmethyl]-2'-[(5-methylpyridin-2-yl)methyl]-8'-(trifluoromethyl)-2',5'-dihydrospiro[cyclobutane-1,4'-furo[2,3-g]indazole]-7'-carboxamide O1[C@@H](COC1)CNC(=O)C1=C(C2=C(CC3(C4=CN(N=C24)CC2=NC=C(C=C2)C)CCC3)O1)C(F)(F)F